N-{2-[(1E)-2-(hydroxycarbamoyl)eth-1-en-1-yl]phenyl}-4-phenoxy-1,3-thiazole-2-carboxamide ONC(=O)/C=C/C1=C(C=CC=C1)NC(=O)C=1SC=C(N1)OC1=CC=CC=C1